C1(CC1)C1N(C(CC(C1)=O)C1CC1)CC1=CC(=C(C=C1)C)C 2,6-dicyclopropyl-1-(3,4-dimethylbenzyl)piperidin-4-one